[C@H]12CN(C[C@H](CC1)N2)C=2C1=C(N=C(N2)OCC23CCCN3CC(C2)F)C(=C(N=C1)C1=C(C=CC=C1)C(C)(C)F)F 4-((1R,5S)-3,8-diazabicyclo[3.2.1]octan-3-yl)-8-fluoro-7-(2-(2-fluoropropan-2-yl)phenyl)-2-((2-fluorotetrahydro-1H-pyrrolizin-7a(5H)-yl)methoxy)pyrido[4,3-d]pyrimidine